(2,2-difluoro-1,3-benzodioxol-5-yl)-cyclopropanecarbonitrile FC1(OC2=C(O1)C=CC(=C2)C2(CC2)C#N)F